ClC1=C(C(=O)O)C=CC=C1 ortho-(chloro)benzoic acid